NC=1SC(=C(N1)C=1C=C(C#N)C=CC1)C1=CC2=C(N=CO2)C=C1 3-[2-amino-5-(1,3-benzoxazol-6-yl)thiazol-4-yl]benzonitrile